((1S,5R)-6-(5-(6-bromo-3-cyanopyrazolo[1,5-a]pyridin-4-yl) pyridin-2-yl)-2-((6-methoxypyridin-3-yl) methyl)-4-methyl-2,6-diazabicyclo[3.2.0]heptan-4-yl) carbamate C(N)(OC1(CN([C@H]2CN([C@@H]12)C1=NC=C(C=C1)C=1C=2N(C=C(C1)Br)N=CC2C#N)CC=2C=NC(=CC2)OC)C)=O